C(N)(O)=O.CCC=C (3-butene) carbamate